benzyl (cis)-3-(difluoromethoxy)-3-methylcyclobutane-1-carboxylate FC(OC1(CC(C1)C(=O)OCC1=CC=CC=C1)C)F